C(C1=CC=CC=C1)C1CCN(CC1)CCNC(=O)C=1NC2=CC=C(C=C2C1)C(=O)OC methyl 2-((2-(4-benzylpiperidin-1-yl) ethyl) carbamoyl)-1H-indole-5-carboxylate